COC=1C=C2C(=NC=NC2=CC1OC)N1CCN(CCC1)CC#N 2-(4-(6,7-dimethoxyquinazolin-4-yl)-1,4-diazepan-1-yl)acetonitrile